Methyl 3-([3,4'-bipyridin]-2-yloxy)-5-methoxybenzoate N1=C(C(=CC=C1)C1=CC=NC=C1)OC=1C=C(C(=O)OC)C=C(C1)OC